BrC1=C(C(=C2C(NC(=NC2=C1F)Cl)=O)F)F 7-bromo-2-chloro-5,6,8-trifluoroquinazolin-4(3H)-one